N-(3-(2-(difluoromethoxy)propionylamino)-2,4-difluorophenyl)benzamide FC(OC(C(=O)NC=1C(=C(C=CC1F)NC(C1=CC=CC=C1)=O)F)C)F